NCCNCCS(=O)(=O)O N-2-aminoethyl-2-aminoethanesulfonic acid